FC(CCN1N=CC(=C1)C(=O)N)(F)F 1-(3,3,3-trifluoropropyl)-1H-pyrazole-4-carboxamide